4-(4,5-dimethyl-2H-1,2,3-triazol-2-yl)-4-methyl-3-oxovaleronitrile CC1=NN(N=C1C)C(C(CC#N)=O)(C)C